N-(3-(5-chloro-2-(methylthio)phenyl)-1-(2-hydroxy-2-methylpropyl)-1H-pyrazol-4-yl)pyrazolo[1,5-a]pyrimidine-3-carboxamide ClC=1C=CC(=C(C1)C1=NN(C=C1NC(=O)C=1C=NN2C1N=CC=C2)CC(C)(C)O)SC